2-(5-(6-ethoxy-1H-pyrazolo[3',4':3,4]pyrazolo[1,5-a]pyridin-4-yl)pyridin-2-yl)-2,8-diazaspiro[4.5]decane-8-carboxylate C(C)OC=1C=C(C=2N(C1)N=C1C2C=NN1)C=1C=CC(=NC1)N1CC2(CC1)CCN(CC2)C(=O)[O-]